FC1=C(C=CC=C1C(F)(F)F)[C@@H](C)NC1=NN=C(C2=CC=C(C=C12)N1CCOCC1)C (R)-N-(1-(2-fluoro-3-(trifluoromethyl)phenyl)ethyl)-4-methyl-7-morpholinophthalazin-1-amine